monodeutero-octane [2H]CCCCCCCC